C(CCCCCCCCC(=O)O)(=O)O.OCC(O)CO GLYCEROL SEBACATE